FC=1C=CC(=C2CC[C@H](C12)OC1=CC=C(C=C1)[C@H](CC(=O)O)C#CC)C=1C=NC(=CC1)OC1COC1 (S)-3-(4-(((R)-7-Fluoro-4-(6-(oxetan-3-yloxy)pyridin-3-yl)-2,3-dihydro-1H-inden-1-yl)oxy)phenyl)hex-4-ynoic acid